O=C1NC(CCC1N1N=NC2=C1C=CC(=C2)N[C@@H]2[C@H](CN(CC2)C(=O)[O-])F)=O (3S,4S)-4-[[1-(2,6-dioxo-3-piperidyl)benzotriazol-5-yl]amino]-3-fluoro-piperidine-1-carboxylate